C(#N)CC1CCC(CC1)N1C(=NC=2C1=C1C(=NC2)NC=C1)CC(=O)NCC1CCCCC1 2-(1-((1r,4r)-4-(cyanomethyl)cyclohexyl)-1,6-dihydroimidazo[4,5-d]pyrrolo[2,3-b]pyridin-2-yl)-N-(cyclohexylmethyl)acetamide